C(CCCCCCCCCCCCCCCCC)NC1=NC(=NC(=N1)NCCCCCCCCCCCCCCCCCC)NCCCCCCCCCCCCCCCCCC tristearyl-melamine